1-(4-((4-amino-2-(2-methoxyethoxyl)-5H-pyrrolo[3,2-d]pyrimidin-7-yl)methyl)phenyl)-4-methylpiperazin-2-one NC=1C2=C(N=C(N1)OCCOC)C(=CN2)CC2=CC=C(C=C2)N2C(CN(CC2)C)=O